C(C1=CC=CC=C1)OC=1C=CC(=C(COCC(=O)OC(C)(C)C)C1)Br tert-butyl 2-((5-(benzyloxy)-2-bromobenzyl)oxy)acetate